3,4-(methylenedioxy)propiophenone CCC(=O)C1=CC2=C(C=C1)OCO2